C(N)(=N)C1=CC=C(OCCCC(=O)N[C@@H](CC(=O)O)C(=O)N[C@@H](C(C)C)C(=O)O)C=C1 ((4-(4-Amidinophenoxy)butanoyl)aspartyl)valine